3-(5-((3-(4'-fluoro-5,5-dimethyl-3,4,5,6-tetrahydro-[1,1'-biphenyl]-2-carbonyl)-3,8-diazabicyclo[3.2.1]octan-8-yl)methyl)-1-oxoisoindolin-2-yl)piperidine-2,6-dione FC1=CC=C(C=C1)C1=C(CCC(C1)(C)C)C(=O)N1CC2CCC(C1)N2CC=2C=C1CN(C(C1=CC2)=O)C2C(NC(CC2)=O)=O